N-(3-(5-(2-(3-(dimethylamino)propoxy)pyrimidin-5-yl)-1H-pyrrolo[2,3-b]pyridine-3-carbonyl)-2,6-difluorophenyl)propane-1-sulfonamide CN(CCCOC1=NC=C(C=N1)C=1C=C2C(=NC1)NC=C2C(=O)C=2C(=C(C(=CC2)F)NS(=O)(=O)CCC)F)C